2-fluoro-4-(pentafluoroethyl)benzoyl chloride FC1=C(C(=O)Cl)C=CC(=C1)C(C(F)(F)F)(F)F